1-(7-(8-chloronaphthalen-1-yl)-2-(((S)-1-methylpyrrolidin-2-yl)methoxy)-5,6,7,8-tetrahydropyrido[3,4-d]pyrimidin-4-yl)-N-methylpyrrolidin-3-amine ClC=1C=CC=C2C=CC=C(C12)N1CC=2N=C(N=C(C2CC1)N1CC(CC1)NC)OC[C@H]1N(CCC1)C